tert-butyl (2R,5R)-5-methyl-2-((4-(4,4,5,5-tetramethyl-1,3,2-dioxaborolan-2-yl)-1H-pyrazol-1-yl)methyl)morpholine-4-carboxylate C[C@@H]1CO[C@H](CN1C(=O)OC(C)(C)C)CN1N=CC(=C1)B1OC(C(O1)(C)C)(C)C